3-(4-fluorophenylmethyl)-N-((1-methylpyrrolidin-2-yl)methyl)pyrazin-2-amine FC1=CC=C(C=C1)CC=1C(=NC=CN1)NCC1N(CCC1)C